N-(2-(4-((3-((1H-pyrazol-5-yl)amino)-5-(trifluoromethoxy)benzyl)amino)butoxy)ethyl)-6-(isoxazol-4-yl)-1H-indazol-4-amine N1N=CC=C1NC=1C=C(CNCCCCOCCNC=2C=3C=NNC3C=C(C2)C=2C=NOC2)C=C(C1)OC(F)(F)F